C1(CC1)C(C)C1=C(C(=CC=C1)C(C)SC)O 2-(1-cyclopropylethyl)-6-(1-(methylthio)ethyl)phenol